BrC=1C=CC=C2C=C(C=NC12)S(=O)(=O)Cl 8-bromoquinoline-3-sulfonyl chloride